[Cl-].[Ga+3].[Cl-].[Cl-] gallium chloride salt